tert-Butyl (2S,5R)-4-(1-(4-chlorophenyl)-4,4,4-trifluoro-3-methylbutyl)-2,5-dimethylpiperazine-1-carboxylate ClC1=CC=C(C=C1)C(CC(C(F)(F)F)C)N1C[C@@H](N(C[C@H]1C)C(=O)OC(C)(C)C)C